CC1=C(C=C(C=C1)C)C=1SC(=CC1)[Sn](CCCC)(CCCC)CCCC 2-(2,5-dimethylphenyl)-5-tributylstannylthiophene